4-Bromo-2-(5-fluoropyridin-3-yl)-2H-indazole BrC=1C2=CN(N=C2C=CC1)C=1C=NC=C(C1)F